N1P=CC=CC=C1 azaphosphepin